NC=1SC2=C(N1)C=CC=C2C2=CC=C(C=C2)N2CCN(CC2)C(=O)NC=2N=C(SC2)C#C 4-(4-(2-Aminobenzo[d]thiazol-7-yl)phenyl)-N-(2-ethynylthiazol-4-yl)piperazine-1-carboxamide